CO/C(=C/1\\C2=CC=CC=C2NC1=O)/C3=CC=CC=C3 The molecule is an indole alkaloid that is 1,3-dihydro-2H-indol-2-one substituted by a methoxy(phenyl)methylidene group at position 3 (the 3E stereoisomer). Isolated from Isatis costata, it exhibits antifungal activity. It has a role as a metabolite and an antifungal agent. It is an indole alkaloid, a member of indolones and an enol ether.